ClC1=NC(=CC(=C1)C(=C)C(F)(F)F)C 2-chloro-6-methyl-4-[1-(trifluoromethyl)vinyl]pyridine